C(C)NC1=CC=NC=2N1N=C(C2C2=NC=C(N=C2)OCC(C(F)(F)F)(F)F)SCC N-ethyl-2-(ethylthio)-3-(5-(2,2,3,3,3-pentafluoropropoxy)pyrazin-2-yl)pyrazolo[1,5-a]pyrimidin-7-amine